4,4-difluoro-N-[(1S,2R)-2-(6-fluoro-2,3-dimethylphenyl)-1-(5-oxo-4H-1,3,4-oxadiazol-2-yl)propyl]piperidine-1-sulfonamide FC1(CCN(CC1)S(=O)(=O)N[C@@H]([C@H](C)C1=C(C(=CC=C1F)C)C)C=1OC(NN1)=O)F